18-hydroxy-octadecenoic acid C(CCCCCCCC=CC(=O)O)CCCCCCCO